3,6-Dichloro-2,7-dimethoxy-9H-carbazole ClC=1C(=CC=2NC3=CC(=C(C=C3C2C1)Cl)OC)OC